ONC(C1=CC=C(C(=O)NC=2C=C3C=CC=NC3=CC2)C=C1)=O N1-hydroxy-N4-(quinolin-6-yl)terephthalamide